C(C)(C)(C)OC(N[C@H](C)C1=C(C(=CC=C1)I)F)=O (R)-(1-(2-fluoro-3-iodophenyl)ethyl)carbamic acid tert-butyl ester